FC=1NC=C[NH+]1 (fluoro)imidazolium